COC=1C=C(CN(CC(C)O)C)C=CC1OCCN1CCC(CC1)C 3-((3-methoxy-4-(2-(4-methylpiperidin-1-yl)ethoxy)benzyl)(methyl)amino)propan-2-ol